1-(4-{5-methyl-2-[3-(phenoxymethyl)piperidin-1-yl]-5H-pyrrolo[2,3-b]pyrazin-6-yl}piperidin-1-yl)ethan-1-one CN1C(=CC=2C1=NC=C(N2)N2CC(CCC2)COC2=CC=CC=C2)C2CCN(CC2)C(C)=O